{2-[(2R,6S)-2,6-dimethylmorpholin-4-yl]pyrimidin-5-yl}-6-methyl-4-[(1-methylcyclopropyl)amino]furo[2,3-d]pyrimidine-5-carboxamide C[C@@H]1CN(C[C@@H](O1)C)C1=NC=C(C=N1)C=1N=C(C2=C(N1)OC(=C2C(=O)N)C)NC2(CC2)C